N-ethyl-2-[(6-methoxy-3-pyridinyl)[(2-methylphenyl)sulfonyl]-amino]-N-(3-pyridinylmethyl)-acetamide C(C)N(C(CN(S(=O)(=O)C1=C(C=CC=C1)C)C=1C=NC(=CC1)OC)=O)CC=1C=NC=CC1